CCCCCCCCCCCCCCCCCCCCCCCC(=O)N[C@@H](CO[C@H]1[C@@H]([C@H]([C@@H]([C@H](O1)CO)O[C@H]2[C@@H]([C@H]([C@H]([C@H](O2)CO)O[C@H]3[C@@H]([C@H]([C@H]([C@H](O3)CO)O)O)NC(=O)C)O[C@@]4(C[C@@H]([C@H]([C@@H](O4)[C@@H]([C@@H](CO)O)O)NC(=O)C)O)C(=O)O)O)O)O)[C@@H](/C=C/CCCCCCCCCCCCC)O The molecule is a sialotriaosylceramide that is N-acetyl-beta-D-galactosaminyl-(1->4)-alpha-N-acetylneuraminosyl-(2->3)-beta-D-galactosyl-(1->4)-beta-D-glucosyl-N-acylsphingosine in which the acyl group on the sphingosine nitrogen is tetracosanoyl. A synthetic modification of the natural ganglioside GM2.